2-(2-(cyclopropanesulfonamido)thiazol-4-yl)-N-(2-fluoro-4-(6-(trifluoromethyl)pyrazin-2-yl)phenyl)-2-methoxyacetamide C1(CC1)S(=O)(=O)NC=1SC=C(N1)C(C(=O)NC1=C(C=C(C=C1)C1=NC(=CN=C1)C(F)(F)F)F)OC